FC=1C=C(CC2C(N(CCC2)C2=NN=C(N2)C2=CN=NC=C2)=O)C=CC1F 3-(3,4-difluorobenzyl)-1-(5-(pyridazin-4-yl)-4H-1,2,4-triazol-3-yl)piperidin-2-one